C1(CC1)COC=1C=CC(=NC1)C(C(=O)N)(C)N1C[C@@H](C(CC1)(F)F)C1=CN(C(C=C1)=O)CC(F)(F)F (5-(cyclopropylmethoxy)pyridin-2-yl)-2-((s)-4,4-difluoro-3-(6-oxo-1-(2,2,2-trifluoroethyl)-1,6-dihydropyridin-3-yl)piperidin-1-yl)propanamide